C(C)(=O)OC\C=C(\CCC1C(=CCCC1(C)C)C)/C (E)-3-Methyl-5-(2,6,6-trimethylcyclohex-2-en-1-yl)pent-2-en-1-yl acetate